(2S,3R)-2-(3,4,5-Trihydroxyphenyl)-3,4-dihydro-1(2H)-benzopyran-3,5,7-triol OC=1C=C(C=C(C1O)O)[C@@H]1OC=2C(C[C@H]1O)=C(C=C(C2)O)O